BrC1=CC=C2C(CC(OC2=C1)(C)C)NC(O[C@@H]1CN2CCC1CC2)=O (S)-quinuclidin-3-yl (7-bromo-2,2-dimethylchroman-4-yl)carbamate